FC(C(=O)O)(F)F.C1(CC1)C(C)N1N=C2N=CC(=CC2=C1)C1=CN=C2C(=NC=NN21)N 7-(2-(1-Cyclopropylethyl)-2H-pyrazolo[3,4-b]pyridin-5-yl)imidazo[2,1-f][1,2,4]triazin-4-amine trifluoroacetate salt